methyl 3-amino-5-ethylpyrazine-2-carboxylate NC=1C(=NC=C(N1)CC)C(=O)OC